C(=O)(O)C1=CC=CC2=CC(=CC=C12)C(=O)O 1,6-dicarboxylnaphthalene